N1-(2,6-dimethylpyridin-3-yl)benzene-1,2-diamine CC1=NC(=CC=C1NC=1C(=CC=CC1)N)C